1-(2-fluorophenyl)-3-[4-methyl-2,5-dioxo-4-(2-phenylethyl)imidazolidin-1-yl]urea FC1=C(C=CC=C1)NC(=O)NN1C(NC(C1=O)(CCC1=CC=CC=C1)C)=O